4-methoxyisoindoline-2-sulfonamide COC1=C2CN(CC2=CC=C1)S(=O)(=O)N